tert-butyl (S)-2-(1-methoxy-1-oxopropan-2-yl)hydrazine-1-carboxylate COC([C@H](C)NNC(=O)OC(C)(C)C)=O